(3R,4S)-3-fluoro-1-[5-({8-[(2R,3S)-3-(methanesulfonyl-methyl)-2-methylazetidin-1-yl]-5-(propan-2-yl)isoquinolin-3-yl}amino)-1,2,4-triazin-3-yl]-4-methyl-piperidin-4-ol F[C@@H]1CN(CC[C@@]1(O)C)C=1N=NC=C(N1)NC=1N=CC2=C(C=CC(=C2C1)C(C)C)N1[C@@H]([C@H](C1)CS(=O)(=O)C)C